4-(4-chlorophenyl-ethyl)-1H-pyrrole-2-carboxylic acid 6-(3,5-difluorophenethyl)-3-oxo-2,3-dihydropyridazin-4-yl ester FC=1C=C(CCC=2C=C(C(NN2)=O)OC(=O)C=2NC=C(C2)CCC2=CC=C(C=C2)Cl)C=C(C1)F